(R)-2-(4-((2,3-dihydrobenzofuran-6-yl)methyl)-2-(2-isopropylphenyl)piperazin-1-yl)-7-azaspiro[3.5]nonane O1CCC2=C1C=C(C=C2)CN2C[C@H](N(CC2)C2CC1(C2)CCNCC1)C1=C(C=CC=C1)C(C)C